N-(o-tolyl)propylamine C1(=C(C=CC=C1)NCCC)C